3-((1-(2'-Amino-[1,1'-biphenyl]-4-carbonyl)-4-hydroxypiperidin-4-yl)methyl)pyrrole NC1=C(C=CC=C1)C1=CC=C(C=C1)C(=O)N1CCC(CC1)(O)CC1=CNC=C1